2-methyl-2-(((3-phenylcyclobutenyl)amino)oxy)propionic acid CC(C(=O)O)(C)ONC1=CC(C1)C1=CC=CC=C1